FC=1C=C(C=NC1)COC=1C(=NC=CC1)N1C=C(C=C1C)C(=O)OC methyl 1-{3-[(5-fluoropyridin-3-yl) methoxy] pyridin-2-yl}-5-methylpyrrole-3-carboxylate